C1(=CC=CC=C1)CC(=O)N1CCC(CC1)N1C(NC2=C1C=CC=C2)=O 1-(1-(2-Phenylacetyl)piperidin-4-yl)-1H-benzo[d]imidazol-2(3H)-one